CC(C(=O)N)(C(=O)N)O methylhydroxymalonamide